tert-butyl 5-[4-(ethoxycarbonyl)piperidin-1-yl]pyridine-2-carboxylate C(C)OC(=O)C1CCN(CC1)C=1C=CC(=NC1)C(=O)OC(C)(C)C